Tert-butyl 4-(5-((tert-butoxycarbonyl)(3-methylbut-2-en-1-yl)amino)-4-iodothiazol-2-yl)piperidine-1-carboxylate C(C)(C)(C)OC(=O)N(C1=C(N=C(S1)C1CCN(CC1)C(=O)OC(C)(C)C)I)CC=C(C)C